C12CN(CC(N1)C2)C2=CC=C(C=N2)C2=NC(=CC(=N2)NC2=NNC(=C2)C)C 2-(6-(3,6-diazabicyclo[3.1.1]heptan-3-yl)pyridin-3-yl)-6-methyl-N-(5-methyl-1H-pyrazol-3-yl)pyrimidin-4-amine